(6-amino-3-vinyl-2-fluorophenyl)pentyn-3-ol NC1=CC=C(C(=C1C#CC(CC)O)F)C=C